(S)-9-benzyl-8-(2-chloro-4-(2-(3-methylpiperazin-1-yl)ethoxy)phenyl)-6-(1-methylcyclopropoxy)-9H-purine C(C1=CC=CC=C1)N1C2=NC=NC(=C2N=C1C1=C(C=C(C=C1)OCCN1C[C@@H](NCC1)C)Cl)OC1(CC1)C